C(CCC)NC=1N=CC2=C(N(C(C=3C=C(C=CC23)CN2CCN(CC2)C)=O)[C@@H]2CC[C@H](CC2)C(=O)O)N1 trans-4-(3-(Butylamino)-8-((4-methylpiperazin-1-yl)methyl)-6-oxopyrimido[4,5-c]isoquinolin-5(6H)-yl)cyclohexane-1-carboxylic acid